O1C=2C(OCCC1)=CSC2 thieno[3,4-b][1,4]dioxepane